N-(4-(hydroxymethyl)phenyl)benzo[d][1,3]dioxole-5-carboxamide OCC1=CC=C(C=C1)NC(=O)C1=CC2=C(OCO2)C=C1